tetramethylene glycol diitaconate C(C(=C)CC(=O)O)(=O)O.C(C(=C)CC(=O)O)(=O)O.C(CCCO)O